[Y].[Pd] palladium-yttrium